C=CC(=O)OCCC1=NC(=NC(=N1)CCOC(=O)C=C)CCOC(=O)C=C (2,4,6-Trioxo-1,3,5-triazinane-1,3,5-triyl)tris(ethane-2,1-diyl)triacrylate